tert-butyl 3-(4-amino-5-iodo-7H-pyrrolo[2,3-d]pyrimidin-7-yl)propanoate NC=1C2=C(N=CN1)N(C=C2I)CCC(=O)OC(C)(C)C